C(C=1C(C(=O)[O-])=CC=CC1)(=O)OC(C)CCCCC(C)C 2-isononyl phthalate